FC=1C(=NC(=CC1)OC)C=O 3-FLUORO-6-METHOXYPICOLINALDEHYDE